1-(2-{[1-(4-chlorophenyl)-4-methyl-1H-1,2,3-triazol-5-yl]methoxy}-5,7-dihydro-6H-pyrrolo[3,4-b]pyridin-6-yl)ethanone ClC1=CC=C(C=C1)N1N=NC(=C1COC1=CC=C2C(=N1)CN(C2)C(C)=O)C